(S)-8-(2,4-dichlorophenyl)-9-(4-((1-(3-fluoropropyl)pyrrolidin-3-yl)oxy)phenyl)-N-(oxetan-3-yl)-6,7-dihydro-5H-benzo[7]annulene-3-carboxamide ClC1=C(C=CC(=C1)Cl)C=1CCCC2=C(C1C1=CC=C(C=C1)O[C@@H]1CN(CC1)CCCF)C=CC(=C2)C(=O)NC2COC2